1,3,4-thiadiazol-2-yl-nicotinamide S1C(=NN=C1)C1=C(C(=O)N)C=CC=N1